COC(C)C1=NN=C(S1)C1=NC=C(C=C1N)S(=O)(=O)C1=CC=C(C=C1)OC(F)(F)F 2-[5-(1-Methoxyethyl)-1,3,4-thiadiazol-2-yl]-5-[4-(trifluoromethoxy)benzene-1-sulfonyl]pyridin-3-amine